N,N-dichlorourethane CCN(CC)C(=O)C1CCNCC1.Cl